NC1=NC(=C(C=2C1=NN(N2)CC2=NC=CC=C2F)Br)C=2C(=C(C#N)C=CC2)F 3-(4-amino-7-bromo-2-((3-fluoropyridin-2-yl)methyl)-2H-[1,2,3]triazolo[4,5-c]pyridin-6-yl)2-fluorobenzonitrile